CN1[C@@H](CCC1)COC1=C(C=CC=C1)C1CNCCC1 |r| 3-(((rac-(S)-1-methylpyrrolidin-2-yl)methoxy)phenyl)piperidine